2-(3,4-dichlorophenoxy)acetaldehyde ClC=1C=C(OCC=O)C=CC1Cl